N(=C=O)C1=C(C=CC=C1)OC1=C(C=CC=C1)N=C=O isocyanatophenylether